CC(/C=C/C(=O)[O-])(CC(=O)[O-])C (E)-3,3-dimethyl-1-butene-1,4-dicarboxylate